1-carboxyl-4-aminoindan C(=O)(O)C1CCC2=C(C=CC=C12)N